4-hydroxy-1,5-naphthyridine aluminum (III) [Al+3].OC1=CC=NC2=CC=CN=C12